2-[4-[[(3R,4R)-4-[4-Chloro-2-(5-fluoro-2-pyridyl)-1H-imidazol-5-yl]-3-methyl-1-piperidyl]sulfonyl]pyrazol-1-yl]acetic acid ClC=1N=C(NC1[C@H]1[C@H](CN(CC1)S(=O)(=O)C=1C=NN(C1)CC(=O)O)C)C1=NC=C(C=C1)F